C(C(C)C)C(C)OF perfluoro isobutyl-ethyl ether